C[Si](C[Mg])(C)C trimethyl-silylmethylmagnesium